C(C)(C)(C)P(C1=C(C=CC=C1)OC1=C(C=CC=C1)P(C(C)(C)C)C(C)(C)C)C(C)(C)C bis(2-di-tert-Butylphosphinophenyl)ether